FC1(CCC2=C1N=C(N=C2N2C[C@H]1C([C@@H](C2)C1)CC(=O)O)N1[C@H](CC1)C)F 2-((1r,5s,6r)-3-(7,7-difluoro-2-((S)-2-methylazetidin-1-yl)-6,7-dihydro-5H-cyclopenta[d]pyrimidin-4-yl)-3-azabicyclo[3.1.1]heptan-6-yl)acetic acid